COC=1C=C(C=CC1OC)/C(/C(=O)C1SCCCS1)=C\C1=CC=C(C=C1)OC (E)-2-(3,4-Dimethoxyphenyl)-1-(1,3-dithian-2-yl)-3-(4-methoxyphenyl)prop-2-en-1-one